B(OC(=O)O)(OC(=O)O)[O-] dicarboxyl borate